CC=1N=CNC1C=O 4-methyl-imidazole-5-formaldehyde